N-[1-(2-{6-[(3R,5R)-3-Amino-5-fluoropiperidine-1-carbonyl]-4-methoxy-3-methylpyrazolo[1,5-a]pyridin-2-yl}-1-(cyclopropylmethyl)-1H-indol-6-yl)piperidin-4-yl]-N-methylmethanesulfonamide N[C@H]1CN(C[C@@H](C1)F)C(=O)C=1C=C(C=2N(C1)N=C(C2C)C=2N(C1=CC(=CC=C1C2)N2CCC(CC2)N(S(=O)(=O)C)C)CC2CC2)OC